BrC1=C(NC2=NC=CC=C21)C(=O)N2C[C@H](CC2)C(=O)NC2=CC(=C(C(=C2)F)F)F (S)-1-(3-bromo-1H-pyrrolo[2,3-b]pyridine-2-carbonyl)-N-(3,4,5-trifluorophenyl)pyrrolidine-3-carboxamide